2-((tert-butoxycarbonyl)amino)-3-(6-(3-(3-hydroxy-2,2-dimethylpropyl)-2-(2-((S)-1-methoxyethyl)pyridin-3-yl)-1-(2,2,2-trifluoroethyl)-1H-indol-5-yl)pyridin-2-yl)propanoic acid C(C)(C)(C)OC(=O)NC(C(=O)O)CC1=NC(=CC=C1)C=1C=C2C(=C(N(C2=CC1)CC(F)(F)F)C=1C(=NC=CC1)[C@H](C)OC)CC(CO)(C)C